1-(3-chloro-5-fluorophenyl)-5,5-difluoro-4-hydroxy-3-(trifluoromethyl)-4,5,6,7-tetrahydro-1H-indole ClC=1C=C(C=C(C1)F)N1C=C(C=2C(C(CCC12)(F)F)O)C(F)(F)F